BrC1=NC(=CC(=C1)C1NCCNC1COC)Cl 2-(2-bromo-6-chloropyridin-4-yl)-3-(methoxymethyl)piperazine